C(#N)C1(CC1)NS(=O)(=O)C1=CC=C2C3=C(N(C2=C1)C=1SC(=NN1)C(F)F)N=CC=C3N3CCN(CC3)C N-(1-cyanocyclopropyl)-9-(5-(difluoromethyl)-1,3,4-thiadiazol-2-yl)-4-(4-methylpiperazin-1-yl)-9H-pyrido[2,3-b]indole-7-sulfonamide